C(C1=CC=CC=C1)OC(CN(C)C(=O)OCOP(=O)(OC(C)(C)C)OC(C)(C)C)=O.C1=NS(C=CC2=C1C=CC=C2)NC(C2=CC=C(C=C2)C2=CC(=CC=C2)OC)=O N-(benzo[d][1,2]thiazepin-3-yl)-4-(3-methoxyphenyl)benzamide benzyl-N-((((di-tert-butoxyphosphoryl)oxy)methoxy)carbonyl)-N-methylglycinate